C(C)(C)(C)OC(=O)N1C[C@@H](N[C@@H](C1)C=1C(=C2COC(C2=CC1)=O)C)C.C(CCC)[Sn](C(=C)C1=CC=C(C=C1)C=C)(CCCC)CCCC Tributyl-(1-(4-vinyl-phenyl)vinyl)stannane tert-butyl-(3S,5R)-3-methyl-5-(4-methyl-1-oxo-1,3-dihydroisobenzofuran-5-yl)piperazine-1-carboxylate